NC=1C=C(C=CC1NC1CCCCC1)S(=O)(=O)NC 3-amino-4-(cyclohexylamino)-N-methylbenzenesulfonamide